2-((3-(4-((2-(trifluoromethyl)pyridin-4-yl)oxy)phenyl)-1,2,4-oxadiazol-5-yl)methyl)acrylic acid FC(C1=NC=CC(=C1)OC1=CC=C(C=C1)C1=NOC(=N1)CC(C(=O)O)=C)(F)F